(2,2-difluoroethyl)ether FC(COCC(F)F)F